3-(isopropylamino)-6-(3-methoxy-4-(4-methoxybenzyloxy)phenylamino)quinoxaline-5-carbonitrile C(C)(C)NC=1C=NC=2C=CC(=C(C2N1)C#N)NC1=CC(=C(C=C1)OCC1=CC=C(C=C1)OC)OC